N-(4,4-difluoro-1'-methylspiro[cyclohexane-1,3'-indoline]-5'-yl)-4-iodo-2-(6-azaspiro[2.5]octan-6-yl)benzamide FC1(CCC2(CN(C3=CC=C(C=C23)NC(C2=C(C=C(C=C2)I)N2CCC3(CC3)CC2)=O)C)CC1)F